C(CCCCCCCCCCCCC)(=O)OC(CO)COC(CCCCCCCCCCCCC)=O 2,3-Dimyristoylglycerol